ClC1=C(C=CC=C1)C1=CC=CN2C(=CC=C12)C(=O)C1=CC(=C(C=C1)NC(\C=C\CNC1CCC(CC1)OC)=O)C#N (E)-N-(4-(8-(2-chlorophenyl)indolizine-3-carbonyl)-2-cyanophenyl)-4-(((1r,4r)-4-methoxycyclohexyl)amino)but-2-enamide